(R)-tert-butyl 2-(3-(N-(tert-butoxycarbonyl)-N-methylaminosulfonyl)-5-(2-methylpyrrolidin-1-yl) phenyl)-7-(1-isopropyl-1H-pyrazol-4-yl)-5H-pyrrolo[2,3-b]pyrazine-5-carboxylate C(C)(C)(C)OC(=O)N(S(=O)(=O)C=1C=C(C=C(C1)N1[C@@H](CCC1)C)C=1N=C2C(=NC1)N(C=C2C=2C=NN(C2)C(C)C)C(=O)OC(C)(C)C)C